12-hydroxydodecanal OCCCCCCCCCCCC=O